ClC1=NN=C(C=2CCCC(C12)C)N[C@H]1CN(CCC1)C(=O)OC(C)(C)C tert-Butyl (3R)-3-((4-chloro-5-methyl-5,6,7,8-tetrahydrophthalazin-1-yl)amino)piperidine-1-carboxylate